ClC1=CC2=C(N(C(N2)=O)CC(=O)N[C@@H](CC2=CC(=CC(=C2)F)F)C2=NC=CC=C2C=2C=CC(=C(C(=O)N)C2)F)C=C1Cl (S)-5-(2-(1-(2-(5,6-dichloro-2-oxo-2,3-dihydro-1H-benzo[d]imidazol-1-yl)acetamido)-2-(3,5-difluorophenyl)ethyl)pyridin-3-yl)-2-fluorobenzamide